FC1(CCC(CC1)C1=NC(=CN2C1=NC(=C(C2=O)C)C)[C@H]2C[C@H](OCC2)C=2C=NN(C2)C2COC2)F 9-(4,4-difluorocyclohexyl)-2,3-dimethyl-7-[(2S,4R)-2-[1-(oxetan-3-yl)pyrazol-4-yl]tetrahydropyran-4-yl]pyrazino[1,2-a]pyrimidin-4-one